isononyl terephthalate C(C1=CC=C(C(=O)[O-])C=C1)(=O)OCCCCCCC(C)C